methyl 3-((6-((1-(4-cyano-2-fluorophenyl) piperidin-4-yl) thio) pyridin-3-yl) methoxy)-2-nitrobenzoate C(#N)C1=CC(=C(C=C1)N1CCC(CC1)SC1=CC=C(C=N1)COC=1C(=C(C(=O)OC)C=CC1)[N+](=O)[O-])F